C(CCC)NC=1N=CC2=C(N(C(C=3C=CC=CC23)=O)C2CCC(CC2)(C)O)N1 cis-3-(Butylamino)-5-(4-hydroxy-4-methylcyclohexyl)pyrimido[4,5-c]isoquinolin-6(5H)-one